FC1(CC2(C1)C[C@H](N(CC2)CC2=C1C=CN(C1=C(C=C2OC)C)C(=O)OC(C)(C)C)C2=CC=C(C=C2)C(=O)OC)F (S)-tert-butyl 4-((2,2-difluoro-6-(4-(methoxycarbonyl) phenyl)-7-azaspiro[3.5]nonan-7-yl) methyl)-5-methoxy-7-methyl-1H-indole-1-carboxylate